BrC=1C=C2C(=NC(C2=CC1)=O)N[C@H](C)C1=CC(=CC(=C1)C(F)(F)F)[N+](=O)[O-] (R)-5-bromo-3-((1-(3-nitro-5-(trifluoromethyl)phenyl)ethyl)amino)-1H-isoindol-1-one